(S)-N-(6-(5-cyano-6,7-dihydro-5H-pyrrolo[2,1-c][1,2,4]triazol-3-yl)pyridin-2-yl)-5-(4-cyclopropyl-1H-imidazol-1-yl)-2-fluoro-4-methylbenzamide C(#N)[C@@H]1CCC2=NN=C(N21)C2=CC=CC(=N2)NC(C2=C(C=C(C(=C2)N2C=NC(=C2)C2CC2)C)F)=O